CN1CCN(CC1)[C@H]1CC[C@H](CC1)NC1=NN2C(C=N1)=C(C=C2)C=2C=CC=1N(C2)C(=CN1)C(=O)N1CCCC1 (6-(2-((cis-4-(4-methylpiperazin-1-yl)cyclohexyl)amino)pyrrolo[2,1-f][1,2,4]triazin-5-yl)imidazo[1,2-a]pyridin-3-yl)(pyrrolidin-1-yl)methanone